C(CCC)NC1=C(C=C(C=C1C(=O)N)C1=CC=C(C=C1)Cl)C1=CC=C(C=C1)S(N)(=O)=O 4'-(butylamino)-4-chloro-4''-sulfamoyl-[1,1':3',1''-terphenyl]-5'-carboxamide